C(\C=C(/C)\CCC=C(C)C)C1=C(C(=O)O)C=C(C(=C1O)O)CCCCCC1=CC=CC=C1 2-geranyl-5-(5-phenylpentyl)-dihydroxybenzoic acid